1-(4-(((1-(4-(7-hydroxy-3-phenylchroman-4-yl)phenyl)piperidin-4-yl)(methyl)amino)methyl)pyridin-3-yl)dihydropyrimidine-2,4(1H,3H)-dione OC1=CC=C2C(C(COC2=C1)C1=CC=CC=C1)C1=CC=C(C=C1)N1CCC(CC1)N(C)CC1=C(C=NC=C1)N1C(NC(CC1)=O)=O